FC=1C(=CC=2C3=C(NC(C2C1)=O)COC[C@@H]3N(C(=O)C=3NC1=CC(=CC(=C1C3)NS(=O)(=O)C)F)C)F (R)-N-(8,9-difluoro-6-oxo-1,4,5,6-tetrahydro-2H-pyrano[3,4-c]isoquinolin-1-yl)-6-fluoro-N-methyl-4-(methylsulfonamido)-1H-indole-2-carboxamide